copper (i) {4-(tert-butyl-dimethyl-siloxy)-1-[3-(tert-butyl-dimethyl-siloxy)-propyl]-butyl}-[4-(tert-butyl-dimethyl-siloxy)-phenyl]-phenyl-amine C(C)(C)(C)[Si](OCCCC(CCCO[Si](C)(C)C(C)(C)C)N(C1=CC=CC=C1)C1=CC=C(C=C1)O[Si](C)(C)C(C)(C)C)(C)C.[Cu+]